6,7-dihydroxycoumarin-3-carboxylic acid OC=1C=C2C=C(C(OC2=CC1O)=O)C(=O)O